BrC1=C(NC=C1)O Bromopyrrolol